2-Ethoxy-2-oxoethyl-1-{2-chloro-4-fluoro-5-[3-methyl-2,6-dioxo-4-(trifluoromethyl)-3,6-dihydropyrimidin-1(2H)-yl]phenoxy}cyclopropancarboxylate C(C)OC(COC(=O)C1(CC1)OC1=C(C=C(C(=C1)N1C(N(C(=CC1=O)C(F)(F)F)C)=O)F)Cl)=O